N,N-Diisopropylbenz-thiazolyl-sulfenamid C(C)(C)N(SC=1SC2=C(N1)C=CC=C2)C(C)C